C[C@](C=C)(CCC=C(C)C)O (R,S)-3,7-Dimethyl-1,6-octadien-3-ol